1-[3-[[5-[2-[3-(difluoromethoxy)phenoxy]pyrimidin-5-yl]-3-pyridyl]amino]azetidin-1-yl]prop-2-en-1-one FC(OC=1C=C(OC2=NC=C(C=N2)C=2C=C(C=NC2)NC2CN(C2)C(C=C)=O)C=CC1)F